C(CC\C=C/CCCCC)C(C=O)CCC\C=C/CCCCC (6Z)-2-[(4Z)-dec-4-en-1-yl]dodec-6-enal